C(CCCCCCCCCCCCC)(=O)OC[C@]1(O[C@H](C[C@@H]1OC(=O)OCC)N1C2=NC(=NC(=C2N=C1)N)F)C#C ((2R,3S,5R)-5-(6-amino-2-fluoro-9H-purin-9-yl)-3-((ethoxycarbonyl)oxy)-2-ethynyltetrahydrofuran-2-yl)methyl tetradecanoate